P1(=O)(OC2=C(C=C(C=C2C(C)(C)C)C(C)(C)C)CC2=C(C(=CC(=C2)C(C)(C)C)C(C)(C)C)O1)[O-].[Na+] sodium 2,2'-methylene-bis-(4,6-di-tert-butyl-phenyl) phosphate